FC1(CCN(CC1)C1=NC(=CC(=N1)NC(C1=C(C=C(C=C1)S(=O)(=O)C(CO)(C)C)N1CCC2(CC2)CC1)=O)C)F N-(2-(4,4-Difluoropiperidin-1-yl)-6-methylpyrimidin-4-yl)-4-((1-hydroxy-2-methylpropan-2-yl)sulfonyl)-2-(6-azaspiro[2.5]octan-6-yl)benzamide